tert-butyl 3-(chloro(methyl)amino)-3-methylpyrrolidine-1-carboxylate ClN(C1(CN(CC1)C(=O)OC(C)(C)C)C)C